1-(2,4-dichlorophenyl)-2-((1,4-dimethyl-3-(trifluoromethyl)-1H-pyrazol-5-yl)oxy)ethan-1-one-O-propyloxime C(CC)ON=C(COC1=C(C(=NN1C)C(F)(F)F)C)C1=C(C=C(C=C1)Cl)Cl